6-(2,6-Difluorophenyl)-4-((5-morpholinopyridin-2-yl)amino)pyridazine-3-carboxylic acid FC1=C(C(=CC=C1)F)C1=CC(=C(N=N1)C(=O)O)NC1=NC=C(C=C1)N1CCOCC1